N-((1R,2S)-2-(3,4-difluorophenyl)cyclopropyl)-6-methyl-2-(phenylthio)thieno[2,3-d]pyrimidin-4-amine FC=1C=C(C=CC1F)[C@H]1[C@@H](C1)NC=1C2=C(N=C(N1)SC1=CC=CC=C1)SC(=C2)C